N(=[N+]=[N-])CCC1OC2=C(C1)C=C(C=C2[C@@H](C)NC(OC(C)(C)C)=O)F tert-butyl ((1R)-1-(2-(2-azidoethyl)-5-fluoro-2,3-dihydrobenzofuran-7-yl)ethyl)carbamate